C(C)NC1=NC2=C(N1)C=CC(=C2)I N-ethyl-5-iodo-1H-benzo[d]imidazol-2-amine